CC(C(=O)N1CC2(CC2C1)C#CC1=NC(=CC=C1)C)C 2-methyl-1-(1-((6-methylpyridin-2-yl)ethynyl)-3-azabicyclo[3.1.0]hexan-3-yl)propan-1-one